The molecule is a member of the class of thianthrenes that is thianthrene substituted by methoxy groups at positions 3, 4, 8 and 9, methylsulfanyl groups at positions 2 and 7 and 2-(dimethylamino)ethyl groups at positions 1 and 6. Isolated from the ascidian Lissoclinum badium, it exhibits cytotoxicity against human cancer cells. It has a role as a marine metabolite, an animal metabolite and an antineoplastic agent. It is a member of thianthrenes, an aryl sulfide, a tertiary amino compound and an aromatic ether. CN(C)CCC1=C2C(=C(C(=C1SC)OC)OC)SC3=C(C(=C(C(=C3S2)OC)OC)SC)CCN(C)C